O=C1NC(CCC1N1C(C2=CC=C(C=C2C1=O)N1CCN(CC1)C1CNCC1)=O)=O 2-(2,6-dioxopiperidin-3-yl)-5-(4-pyrrolidin-3-ylpiperazin-1-yl)isoindole-1,3-dione